BrC1NCCC(C1)C=O 2-BROMO-4-FORMYLPIPERIDINE